[Cr+3].N1=C(C=CC=C1)C(=O)[O-].N1=C(C=CC=C1)C(=O)[O-].N1=C(C=CC=C1)C(=O)[O-] Picolinic Acid Chromium (III) Salt